(E)-2-cyclohexyl-5-(4-bromostyryl)-1,3-benzenediol C1(CCCCC1)C1=C(C=C(C=C1O)\C=C\C1=CC=C(C=C1)Br)O